(3,5-dichlorophenyl)-3-phenyl-3-(4-phenyl-2H-1,2,3-triazol-2-yl)propan-1-one ClC=1C=C(C=C(C1)Cl)C(CC(N1N=CC(=N1)C1=CC=CC=C1)C1=CC=CC=C1)=O